ClC1=C(N=C(S1)NS(=O)(=O)C1CC1)C(C)(C)NC(C1=C(C=C(C=C1)C1=NC(=CN=C1)C(F)(F)F)C)=O N-(2-(5-chloro-2-(cyclopropanesulfonamido)thiazol-4-yl)propan-2-yl)-2-methyl-4-(6-(trifluoromethyl)pyrazin-2-yl)benzamide